ClC=1C(=NC(=NC1C)C)O[C@@H](C)C1=CC=C(C#N)C=C1 4-[(1S)-1-(5-chloro-2,6-dimethyl-pyrimidin-4-yl)oxyethyl]benzonitrile